methyl 2-(6-azaspiro[3.5]nonan-2-yl)-8-fluoro-3,4-dihydro-1H-isoquinoline-6-carboxylate C1C(CC12CNCCC2)N2CC1=C(C=C(C=C1CC2)C(=O)OC)F